(S)-1-(2-(1H-indol-2-yl)ethyl)-7-ethoxy-6-methoxy-3,4-dihydroisoquinoline-2(1H)-formaldehyde N1C(=CC2=CC=CC=C12)CC[C@@H]1N(CCC2=CC(=C(C=C12)OCC)OC)C=O